ClC=1C=C(C=CC1Cl)N1C[C@@H](CCC1)NS(=O)(=O)C1=CC=C(C=C1)OC(F)(F)F (R)-N-(1-(3,4-dichlorophenyl)piperidin-3-yl)-4-(trifluoromethoxy)benzenesulfonamide